5-fluoro-2-(piperidin-1-yl)benzoic acid FC=1C=CC(=C(C(=O)O)C1)N1CCCCC1